O1CC(CC1)C(=O)C(C#N)C#N 2-(tetrahydrofuran-3-carbonyl)propanedinitrile